C(C)OC(C(=O)C=1OC(=CC1)CN1C(COCC1(C)C)(C)C)=C 2-ethoxy-1-(5-((3,3,5,5-tetramethyl-morpholino)methyl)furan-2-yl)prop-2-en-1-one